COC1=NC(=NC(=C1)OC)CN1CCC(CC1)C=1C=C2C(=C(NC2=CC1)C1=CC(=NC=C1C)C)C(C)C 5-(1-((4,6-dimethoxypyrimidin-2-yl)methyl)piperidin-4-yl)-2-(2,5-dimethylpyridin-4-yl)-3-isopropyl-1H-indole